ClC1=NC(=C(C=2N=C(N=C(C21)C)SC)F)Cl 5,7-dichloro-8-fluoro-4-methyl-2-(methylthio)pyrido[4,3-d]pyrimidine